3-(cyclopropylmethoxy)-4-hydroxybenzaldehyde C1(CC1)COC=1C=C(C=O)C=CC1O